(N-[4-amino-5-[6-[4-(trifluoromethyl)-1-piperidyl]pyridine-3-carbonyl]thiazol-2-yl]-4-fluoro-anilino)propanamide NC=1N=C(SC1C(=O)C=1C=NC(=CC1)N1CCC(CC1)C(F)(F)F)N(C1=CC=C(C=C1)F)C(C(=O)N)C